BrC=1N=C(C(=NC1)N1CCC2([C@@H]([C@@H](OC2)C)NC(OC(C)(C)C)=O)CC1)CO tert-butyl ((3S,4S)-8-(5-bromo-3-(hydroxymethyl)pyrazin-2-yl)-3-methyl-2-oxa-8-azaspiro[4.5]decan-4-yl)carbamate